(R)-1-(2,5-difluoropyridin-3-yl)ethyl (4-(5-(6-chloronicotinamido)-3-fluoropyridin-2-yl)-1-methyl-1H-1,2,3-triazol-5-yl)carbamate ClC1=NC=C(C(=O)NC=2C=C(C(=NC2)C=2N=NN(C2NC(O[C@H](C)C=2C(=NC=C(C2)F)F)=O)C)F)C=C1